BrC1=CC=C(COC2OCCCC2)C=C1 ((4-bromobenzyl)oxy)tetrahydro-2H-pyran